O-Methyl mandelate C(C(O)C1=CC=CC=C1)(=O)OC